dimethyl-2,4-di(thiazol-4-yl)-3-methyl-7-(pyridin-2-ylmethyl)-3,7-diaza-bicyclo[3.3.1]nonan-9-one CC1(C2(CN(CC(C(N1C)C=1N=CSC1)C2=O)CC2=NC=CC=C2)C)C=2N=CSC2